1-[6-[5-fluoro-6-[(6-methylpyridazin-3-yl)amino]benzimidazol-1-yl]-3-(hydroxymethyl)-2-pyridinyl]-5-methyl-pyrazole-3-carbonitrile FC1=CC2=C(N(C=N2)C2=CC=C(C(=N2)N2N=C(C=C2C)C#N)CO)C=C1NC=1N=NC(=CC1)C